N,N-Diethyl-6-[4-[4-(3-hydroxyphenyl)naphthalene-1-carbonyl]piperazin-1-yl]pyridazine-3-carboxamide C(C)N(C(=O)C=1N=NC(=CC1)N1CCN(CC1)C(=O)C1=CC=C(C2=CC=CC=C12)C1=CC(=CC=C1)O)CC